FC(C(=O)O)(F)F.CC1NCC=2N(C1)C(N(C2C(=O)NCC2=C(C=CC=C2)C2=NC=NC=C2)C2=CC=C(C=C2)N2CC1(C2)CN(C1)C)=O 6-methyl-2-(4-{6-methyl-2,6-diazaspiro[3.3]heptan-2-yl}phenyl)-3-oxo-N-{[2-(pyrimidin-4-yl)phenyl]methyl}-5H,6H,7H,8H-imidazo[1,5-a]pyrazine-1-carboxamide trifluoroacetic acid salt